(Racemic)-N-((2-(6-(4-hydroxy-2-methylpiperidin-1-yl)pyridin-2-yl)-1,6-naphthyridin-7-yl)methyl)-5-(methylsulfonyl)nicotinamide OC1CC(N(CC1)C1=CC=CC(=N1)C1=NC2=CC(=NC=C2C=C1)CNC(C1=CN=CC(=C1)S(=O)(=O)C)=O)C